Cl.ClC1=CC(=C(C=C1)N1CCNCC1)C 1-(4-chloro-2-methylphenyl)piperazine hydrochloride